(Z,Z,E)-7,11,13-hexadecatrien-1-al zinc dithioformate C(=S)[S-].[Zn+2].C(CCCCC\C=C/CC\C=C/C=C/CC)=O.C(=S)[S-]